C(C)OC(C1C(CCCC(CCC=C(C)C)C)(O1)C)=O.CC=1C=CC=C2C(=CC=NC12)NC[C@@H]1CC[C@H](CC1)C(=O)NC1=C(C=CC=C1)C trans-4-{[(8-methylquinolin-4-yl)amino]Methyl}-N-(o-tolyl)cyclohexane-1-carboxamide ethyl-2,3-epoxy-3,7,11-trimethyldodec-10-enoate